BrC1=C(CC=2C(=C(C(=O)N)C(=CC2)OC)OC)C=C(C=C1)Br (2,5-dibromobenzyl)-2,6-dimethoxybenzamide